C(C)(C)N1CCC2(CC1)C(N(C1=CC(=CC=C12)C=1C=CC(=C(C(=O)N)C1)C)C)=C=O 5-(1'-isopropyl-1-methyl-2-carbonyl-spiro[indolin-3,4'-piperidin]-6-yl)-2-methylbenzamide